1-methyl-3-(4-((2-oxopyrrolidin-1-yl)carbonyl)benzyl)-1H-imidazol-3-ium CN1C=[N+](C=C1)CC1=CC=C(C=C1)C(=O)N1C(CCC1)=O